OC(=O)[C@H](O)[C@@H](O)[C@H](O)[C@H](O)C(=O)O anti-saccharic acid